BrC=1C=C2C(=C(N(C2=CC1)CC)C=1C(=NC=CC1)COC)CC(C(=O)OCC)(C)C Ethyl 3-(5-bromo-1-ethyl-2-(2-(methoxymethyl) pyridin-3-yl)-1H-indol-3-yl)-2,2-dimethylpropanoate